2-methyl-4-(4,4,5,5-tetramethyl-1,3,2-dioxaborolan-2-yl)benzamide CC1=C(C(=O)N)C=CC(=C1)B1OC(C(O1)(C)C)(C)C